FC(C=1C=C(C=C(C1)C(F)(F)F)NC(CCCCCCC)=O)(F)F N-[3,5-bis(trifluoromethyl)phenyl]octanamide